CO[C@@H](CN(CC[C@@H](C(=O)O)NC=1C2=C(N=CN1)SC=C2C)CCCCC2=NC=1NCCCC1C=C2)C (S)-4-(((R)-2-methoxypropyl)(4-(5,6,7,8-tetrahydro-1,8-naphthyridin-2-yl)butyl)amino)-2-((5-methylthieno[2,3-d]pyrimidin-4-yl)amino)butanoic acid